(methylcyclopentadienyl)(1-methyl-4,5,6,7-tetrahydroindenyl)zirconium CC1(C=CC=C1)[Zr]C=1C(C=2CCCCC2C1)C